6-((3aR,6aR)-5-(5-cyclopropyl-6-(tetrahydro-2H-pyran-3-yloxy)nicotinoyl)octahydropyrrolo[3,4-c]pyrrole-2-carbonyl)pyridine-3-sulfonamide C1(CC1)C=1C(=NC=C(C(=O)N2C[C@H]3[C@H](C2)CN(C3)C(=O)C3=CC=C(C=N3)S(=O)(=O)N)C1)OC1COCCC1